ClC=1C=NC(=NC1)OC1=C(C=CC=C1)C1=NC=C(C=C1)C(F)(F)F 5-Chloro-2-[2-[5-(trifluoromethyl)-2-pyridinyl]phenoxy]pyrimidine